(S)-N-(6-amino-5-cyano-7-(3-hydroxy-2,6-dimethylphenyl)-7H-pyrrolo[2,3-d]pyrimidin-2-yl)pyrrolidine-2-carboxamide NC1=C(C2=C(N=C(N=C2)NC(=O)[C@H]2NCCC2)N1C1=C(C(=CC=C1C)O)C)C#N